FC1=CC=C(C=C1)C=1C(=CC2=CN(N=C2C1)CCN1CCOCC1)NC(=O)C=1N=C(SC1)C1=CSC=C1 N-(6-(4-fluorophenyl)-2-(2-morpholinoethyl)-2H-indazol-5-yl)-2-(thiophene-3-yl)thiazole-4-carboxamide